C(C)(C)(C)OC(NCCOCCOCCOCCOCCOCCOCCC1=CC2=C(N(C(N2C)=O)C2C(NC(CC2)=O)=O)C=C1)=O (20-(1-(2,6-Dioxopiperidin-3-yl)-3-methyl-2-oxo-2,3-dihydro-1H-benzo[d]imidazol-5-yl)-3,6,9,12,15,18-hexaoxaeicosyl)carbamic acid tert-butyl ester